CC(CC1CCNCC1)(CC1CCNCC1)C dimethyl-1,3-bis(4-piperidinyl)propane